2-methyl-N-[(1s,4s)-4-{[2-(difluoromethyl)imidazo[1,2-a]pyridin-5-yl]amino}cyclohexyl]-1,3-benzothiazole-7-carboxamide CC=1SC2=C(N1)C=CC=C2C(=O)NC2CCC(CC2)NC2=CC=CC=1N2C=C(N1)C(F)F